dithia-5,8,20,23-tetrazabicyclo[8.7.6]tricos-16-ene S12SCCNCCNCC(CCCCCC=C1)NCCNCC2